P(=O)(OC[C@H]1O[C@@]([C@@H]([C@@H]1O)O)(C#N)C1=CC=C2C(=NC=NN21)N)(OC[C@@H](COCCCCCCCCCCCCCCCCCC)N2CC1=CC=CC=C1C2)O ((2R,3S,4R,5R)-5-(4-aminopyrrolo[2,1-f][1,2,4]triazin-7-yl)-5-cyano-3,4-dihydroxytetrahydrofuran-2-yl)methyl ((R)-2-(isoindolin-2-yl)-3-(octadecyloxy)propyl) hydrogen phosphate